1-((2R,4aS,4bR,6aS,7S,7aS,8aR,8bR,8cR,10aR)-2-hydroxy-2,6a-dimethyloctadecahydrocyclopenta[4,5]cyclopenta[1,2-a]phenanthren-7-yl)-2-(1H-pyrazolo[3,4-c]pyridin-1-yl)ethan-1-one O[C@@]1(CC[C@@H]2[C@H]3CC[C@]4(C(C3CCC2C1)[C@H]1[C@@H]([C@@H]4C(CN4N=CC=2C4=CN=CC2)=O)CCC1)C)C